6-(cyclopropanecarboxamido)-N-methyl-4-((2-methyl-2,4-dihydrochromeno[4,3-c]pyrazol-6-yl)amino)pyridazine-3-carboxamide C1(CC1)C(=O)NC1=CC(=C(N=N1)C(=O)NC)NC1=CC=CC2=C1OCC=1C2=NN(C1)C